O1[C@@H](COCC1)CNC(=O)C1=C(C2=C(CCC3=CN(N=C23)C[C@@H]2OCCC2)O1)C N-[(2R)-1,4-Dioxan-2-ylmethyl]-8-methyl-2-[(2R)-tetrahydrofuran-2-ylmethyl]-4,5-dihydro-2H-furo[2,3-g]indazol-7-carboxamid